CC1=C(C=C(C(=O)N)C=C1)C#CC=1C=NC=C(C1)C1=NC=CC=N1 4-methyl-3-{[5-(pyrimidin-2-yl)pyridin-3-yl]ethynyl}benzamide